C1(CCCCC1)CNC(OC1=CC(=C(C=C1)OC)C=1C=NC=C(C1)C1=NN=NN1COCC[Si](C)(C)C)=O 4-methoxy-3-(5-(1-((2-(trimethylsilyl)ethoxy)methyl)-1H-tetrazol-5-yl)pyridin-3-yl)phenyl (cyclohexylmethyl)carbamate